CN(C/C=C/C(=O)N1[C@@](CCC1)(C)C#CC=1C=NC=CC1C1=C(C=2C(NCCC2N1)=O)NC1=C(C(=CC=C1)F)OC)C 2-(3-{2-[(2R)-1-[(2E)-4-(dimethylamino)but-2-enoyl]-2-methylpyrrolidin-2-yl]ethynyl}pyridin-4-yl)-3-[(3-fluoro-2-methoxyphenyl)amino]-1H,5H,6H,7H-pyrrolo[3,2-c]pyridin-4-one